C(#N)C1=CC=C(CN2C(=NC=C2)C2=CC=C(C=C2)NS(=O)(=O)C=2C=CC=C3C=CC=NC23)C=C1 N-(4-(1-(4-cyanobenzyl)-1H-imidazol-2-yl)phenyl)quinoline-8-sulfonamide